Ethyl 6-chloro-5-fluoro-1-methyl-indole-2-carboxylate ClC1=C(C=C2C=C(N(C2=C1)C)C(=O)OCC)F